7-amino-6-bromo-N-(1-(pyrimidin-2-yl)propyl)-N-((5-(trifluoromethyl)pyridin-2-yl)methyl)-1,8-naphthyridine-3-carboxamide NC1=C(C=C2C=C(C=NC2=N1)C(=O)N(CC1=NC=C(C=C1)C(F)(F)F)C(CC)C1=NC=CC=N1)Br